5-(3-(1-methyl-1H-pyrazol-4-yl)pyrazolo[1,5-a]pyridin-5-yl)-N-(2,2,2-trifluoroethyl)-7H-pyrrolo[2,3-d]pyrimidin-2-amine CN1N=CC(=C1)C=1C=NN2C1C=C(C=C2)C2=CNC=1N=C(N=CC12)NCC(F)(F)F